[6-(3-cyclopropyl-1,2,4-triazol-1-yl)-2-azaspiro[3.3]heptan-2-yl]-[6-[[4-(trifluoromethylsulfonyl)phenyl]methyl]-2,6-diazaspiro[3.3]heptan-2-yl]methanone C1(CC1)C1=NN(C=N1)C1CC2(CN(C2)C(=O)N2CC3(C2)CN(C3)CC3=CC=C(C=C3)S(=O)(=O)C(F)(F)F)C1